IC1=CNC2=NC(=CC=C21)N2CCOCC2 4-(3-Iodo-1H-pyrrolo[2,3-b]pyridin-6-yl)morpholine